(5-bromo-7-(difluoromethoxy)-1H-indazol-3-yl)-4-fluorobenzamide BrC=1C=C2C(=NNC2=C(C1)OC(F)F)C1=C(C(=O)N)C=CC(=C1)F